(R)-2-((1-(2-cyano-3-(4-cyclopentylpiperidin-1-yl)-7-methylquinoxalin-5-yl)ethyl)amino)benzoic acid C(#N)C1=NC2=CC(=CC(=C2N=C1N1CCC(CC1)C1CCCC1)[C@@H](C)NC1=C(C(=O)O)C=CC=C1)C